OC1=C(CP(C2=CC=CC=C2)(C2=CC=CC=C2)=O)C=CC=C1 (2-hydroxybenzyl)-diphenylphosphine oxide